Methyl 2-chloro-4-[1-[[4-[methyl(2-phenoxyethyl)amino]tetrahydropyran-4-carbonyl]amino]cyclopropyl]benzoate ClC1=C(C(=O)OC)C=CC(=C1)C1(CC1)NC(=O)C1(CCOCC1)N(CCOC1=CC=CC=C1)C